5-(3-Fluoro-4-methoxyphenyl)-1,3,4-oxadiazol-2-amine FC=1C=C(C=CC1OC)C1=NN=C(O1)N